3-methoxypropane-2-ol COCC(C)O